C1=CC=CC2=CC3=CC=CC=C3C(=C12)C1CCC(CC1)=CNCCN1CCN(CC1)CCO 5-(anthracen-9-yl)-2-(((2-(4-(2-hydroxyethyl)piperazin-1-yl)ethyl)amino)methylene)cyclohexane